C(C)(C)C1=CC(=C(C=C1)B1OC(C(O1)(C)C)(C)C)OC 2-(4-isopropyl-2-methoxyphenyl)-4,4,5,5-tetramethyl-1,3,2-dioxaborolane